C(C)(C)(C)OC(N[C@@H]1CN([C@@H](C1)CO)C1=NC(=CC=C1NC(=O)C1=NC(=NC=C1)C1=C(C=CC=C1OC)F)Br)=O (3S,5S)-1-(6-bromo-3-(2-(2-fluoro-6-methoxyphenyl)pyrimidine-4-carboxamido)pyridin-2-yl)-5-(hydroxymethyl)pyrrolidin-3-ylcarbamic acid tert-butyl ester